ClC=1C=C(C=CC1Cl)C1=C(C(NC(=C1CC)C)=O)C(=O)O 4-(3,4-dichlorophenyl)-5-ethyl-6-methyl-2-oxo-1H-pyridine-3-carboxylic acid